C(C)C=1C=C2C(C=C(OC2=CC1)C(=O)NC1=C(C(=O)NC2=CC=C(CCNC(OC(C)(C)C)=O)C=C2)C=C(C(=C1)OC)OC)=O tert-Butyl (4-(2-(6-ethyl-4-oxo-4H-chromene-2-carboxamido)-4,5-dimethoxybenzamido)phenethyl)carbamate